N1C=C(C2=CC=CC=C12)C[C@@H](C)NC12CC(C1)(C2)C(=O)OC methyl (R)-3-((1-(1H-indol-3-yl)propan-2-yl)amino)bicyclo[1.1.1]pentane-1-carboxylate